CON=CC1=C(N(C2=CC=CC=C12)C1CCN(CC1)C1CCC(CC1)=C(C)C)CNC(C)=O N-((3-((methoxyimino)methyl)-1-(1-(4-(propan-2-ylidene)cyclohexyl)piperidin-4-yl)-1H-indol-2-yl)methyl)acetamide